7-Fluorobenzo[d][1,3]dioxolane-4-carboxylic acid FC1=CC=C(C2=C1OCO2)C(=O)O